4-[5-(2-aminoethyl)pyrimidin-2-yl]-3-[(5-phenylimidazol-1-yl)methyl]benzonitrile NCCC=1C=NC(=NC1)C1=C(C=C(C#N)C=C1)CN1C=NC=C1C1=CC=CC=C1